C(C)(C)(C)OC(=O)N(N1CCNCC1)C 4-((tert-butoxycarbonyl)(methyl)amino)piperazine